FC=1C=C(C=CC1C(C)C)C1CCC(CC1)O 4-(3-fluoro-4-isopropylphenyl)cyclohexanol